N1(CCCCCC1)C(CCC=1OC(=C(N1)C)N1[C@@H](CCC1)C#N)=O (S)-1-(2-(3-(azepan-1-yl)-3-oxopropyl)-4-methyl-oxazol-5-yl)pyrrolidine-2-carbonitrile